C(C)(=O)C1=CC=C(C=C1)C(C=CC1=CC=C(C(=O)OCCOC2=CC=C(C=C2)C(C(C)(C)O)=O)C=C1)=O 2-[4-(2-Hydroxy-2-methylpropanoyl)phenoxy]ethyl 4-[3-(4-acetylphenyl)-3-oxoprop-1-enyl]benzoate